2-methoxy-5-(2-((2R,5S)-5-methyl-2-(2-(2-methyl-2-azabicyclo[2.2.2]octan-4-yl)benzo[d]thiazol-5-yl)piperidin-1-yl)-2-oxoacetamido)nicotinamide COC1=C(C(=O)N)C=C(C=N1)NC(C(=O)N1[C@H](CC[C@@H](C1)C)C=1C=CC2=C(N=C(S2)C23CN(C(CC2)CC3)C)C1)=O